N-(2,4-difluoro-3-(2-oxopropionylamino)phenyl)benzamide FC1=C(C=CC(=C1NC(C(C)=O)=O)F)NC(C1=CC=CC=C1)=O